C(=O)O.N[C@H](CC1=C(C2=NC(=CC(=C2S1)NCC=1SC=CN1)Cl)C)CCF 2-[(2S)-2-amino-4-fluorobutyl]-5-chloro-3-methyl-N-[(1,3-thiazol-2-yl)methyl]thieno[3,2-b]pyridin-7-amine formate